3-(1-N-methyl-5-[(tert-butoxy)carbonyl]-4H,5H,6H,7H-pyrazolo[1,5-a]pyrazine-3-amidocyclopropyl)benzoic acid CN1CC(=C2N1CCN(C2)C(=O)OC(C)(C)C)C(=O)NC2(CC2)C=2C=C(C(=O)O)C=CC2